Cl.Cl.COC=1C=C(C=CC1OC)C1=NN(C2=C1C=NC=1C=CC=CC21)C2=CC=C1CCNCC1=C2 3-(3,4-Dimethoxyphenyl)-1-(1,2,3,4-tetrahydroisoquinolin-7-yl)-1H-pyrazolo[4,3-c]quinoline dihydrochloride